C(C)(C)(C)OC(=O)N1[C@@H](CN(C[C@H]1C)C1=C2C=NN(C2=CC(=C1)S(=O)(=O)NC1(CC1)C)C=1SC(=NN1)C(F)F)C (2R,6R)-4-(1-(5-(difluoromethyl)-1,3,4-thiadiazol-2-yl)-6-(N-(1-methylcyclopropyl)aminosulfonyl)-1H-indazol-4-yl)-2,6-dimethylpiperazine-1-carboxylic acid tert-butyl ester